5-[(tert-butoxycarbonyl)amino]-6-oxo-octahydropyrrolo[1,2-a][1,5]diazocine-3-carboxylate C(C)(C)(C)OC(=O)NC1CN(CCC2N(C1=O)CCC2)C(=O)[O-]